BrC=1C(=CC=2N(C1)C(=CN2)C2=CC=C(C=C2)C(C)(C)O)C 2-(4-(6-bromo-7-methylimidazo[1,2-a]pyridin-3-yl)phenyl)propan-2-ol